FC(C1=NC(=NO1)C1=CC=C(C=C1)CN1N=NC(=C1)C(=O)O)(F)F 1-[[4-[5-(trifluoromethyl)-1,2,4-oxadiazol-3-yl]phenyl]methyl]triazole-4-carboxylic acid